7-benzyl-3-(4-methylbenzyl)-2,3,6,7,8,9-hexahydroimidazo[1,2-a]pyrido[3,4-e]pyrimidin-5(1H)-one C(C1=CC=CC=C1)N1CC=2C(N=C3N(C2CC1)CCN3CC3=CC=C(C=C3)C)=O